BrC=1C(=NC(=C(N1)Br)Cl)N 3,5-dibromo-6-chloropyrazin-2-amine